ClCC=1C=2C=C(C(=CC2N=C2C3=CC=4[C@@](C(OCC4C(N3CC12)=O)=O)(O)CC)OC)OC (19S)-10-(chloromethyl)-19-ethyl-19-hydroxy-6,7-dimethoxy-17-oxa-3,13-diazapentacyclo[11.8.0.02,11.04,9.015,20]henicosa-1(21),2,4(9),5,7,10,15(20)-heptaene-14,18-dione